ClC=1C=C(C=C(C1)Cl)N1CCN(CC1)S(=O)(=O)C1=C(C=C(C=C1)NC(C1=C(C=CC=C1)N(S(=O)(=O)C)C)=O)F N-(4-((4-(3,5-dichlorophenyl)piperazin-1-yl)sulfonyl)-3-fluorophenyl)-2-(N-methylmethylsulfonamido)benzamide